(propane-2,2-diyl)bis(cyclohexane-1,2-dicarboxylic acid) CC(C)(C1(C(CCCC1)C(=O)O)C(=O)O)C1(C(CCCC1)C(=O)O)C(=O)O